bis(methyldimethoxysilylpropyl)-N-methylamine C[Si](OC)(OC)CCCN(C)CCC[Si](C)(OC)OC